methyl 2-(2-chlorophenyl)-3-hydroxypropanoate ClC1=C(C=CC=C1)C(C(=O)OC)CO